FC(OC=1C=NC(=NC1)N[C@@H]1C[C@H](CC1)NC1=NC=CC=C1N1CC2=NC=C(C=C2C1=O)F)F 6-(((1S,3S)-3-((5-(difluoromethoxy)pyrimidin-2-yl)amino)cyclopentyl)aminopyridin-3-yl)-3-fluoro-6,7-dihydro-5H-pyrrolo[3,4-b]pyridin-5-one